NC1=C(C=C(C2=CC=CC=C12)C1=CC(=C(C2=CC=CC=C12)N)C)C 4,4'-diamino-3,3'-dimethyl-binaphthyl